1-(4-((4-((5-(furan-2-yl)-2-methoxyphenyl)amino)-7-methoxy-quinazolin-6-yl)oxy)piperidin-1-yl)prop-2-en-1-one O1C(=CC=C1)C=1C=CC(=C(C1)NC1=NC=NC2=CC(=C(C=C12)OC1CCN(CC1)C(C=C)=O)OC)OC